[Si](C)(C)(C(C)(C)C)OC[C@H]1N(C(O[C@@H]1C1=CC(=CC=C1)Cl)=O)C([2H])([2H])[2H] (4R,5R)-4-(((tert-butyldimethylsilyl)oxy)methyl)-5-(3-chlorophenyl)-3-(methyl-d3)oxazolidin-2-one